[Co]=1SSCC1 Cobaltadithiolene